CC[C@H]1CC[C@H]2C3=CC=C4CCCC[C@]4(C)[C@H]3CC[C@]12C pregna-5,7-diene